N-(3-(N,S-dimethylsulfonimidoyl)phenyl)-3-(2-fluoro-4-(2,2,2-trifluoroethoxy)phenoxy)-6-(trifluoromethyl)pyridazine-4-carboxamide CN=S(=O)(C)C=1C=C(C=CC1)NC(=O)C1=C(N=NC(=C1)C(F)(F)F)OC1=C(C=C(C=C1)OCC(F)(F)F)F